5-Fluoro-N-((3R,4R)-3-fluoro-1-(methylsulfonyl)piperidin-4-yl)-7-(3-fluorocyclopentyl)pyrrolo[2,1-f][1,2,4]triazin-2-amine FC=1C=C(N2N=C(N=CC21)N[C@H]2[C@@H](CN(CC2)S(=O)(=O)C)F)C2CC(CC2)F